COC=1C=C(C=C(C1)O)\C=C\C1=CC=C(C=C1)O 3-methoxy-4',5-dihydroxy-trans-stilbene